C[N+]12CCC(CC1)CC2 methylquinuclidin-1-ium